C[C@H]1N(CCOC1)C1=NC2=C(N=CC=C2C(=C1)C1=CN(C=C1)C)C1=CC=NN1 2-[(3R)-3-methylmorpholin-4-yl]-4-(1-methyl-1H-pyrrol-3-yl)-8-(1H-pyrazol-5-yl)-1,7-naphthyridine